N-((3S,4R)-3-fluoro-1-methylpiperidin-4-yl)-5-(1-(2-fluoroethyl)-1H-benzo[d]imidazol-6-yl)-4-methoxypyrrolo[2,1-f][1,2,4]triazin-2-amine F[C@H]1CN(CC[C@H]1NC1=NN2C(C(=N1)OC)=C(C=C2)C=2C=CC1=C(N(C=N1)CCF)C2)C